C[C@H]1[C@H]([C@H]([C@@H]([C@H](O1)OP(=O)([O-])OP(=O)([O-])OC[C@@H]2[C@H]([C@H]([C@@H](O2)N3C=NC4=C3N=C(NC4=O)N)O)O)O)O)O The molecule is a nucleotide-sugar oxoanion resulting from the removal of both of the hydrogens from the diphosphate group of GDP-beta-L-fucose. It is a conjugate base of a GDP-beta-L-fucose.